(rac)-2'-[6-amino-5-(benzyloxy)pyridin-3-yl]-N-ethyl-5',6'-dihydrospiro[pyrrolidine-3,4'-pyrrolo[1,2-b]pyrazole]-1-carboxamide NC1=C(C=C(C=N1)C=1C=C2N(N1)CC[C@]21CN(CC1)C(=O)NCC)OCC1=CC=CC=C1 |r|